N'-(5-bromo-4-methoxy-2-pyridyl)-N-hydroxy-formamidine BrC=1C(=CC(=NC1)N=CNO)OC